4-(3-methoxyisoquinolin-7-yl)-1H-1,2,3-triazole-5-carboxylic acid COC=1N=CC2=CC(=CC=C2C1)C=1N=NNC1C(=O)O